[Si](C)(C)(C(C)(C)C)OC1CCC(CC1)(C(=O)O)CO 4-((Tert-Butyldimethylsilyl)Oxy)-1-(Hydroxymethyl)Cyclohexane-1-Carboxylic Acid